(4-(benzylsulfanyl)-6-methoxy-1,3,5-triazin-2-yl)pyridin-1-amine hydrochloride Cl.C(C1=CC=CC=C1)SC1=NC(=NC(=N1)OC)C1N(C=CC=C1)N